FC(C(=O)NC1=C(C(=O)N(C)C)C=C(C=C1O)[N+](=O)[O-])(F)F trifluoroacetamido-3-hydroxy-N,N-dimethyl-5-nitrobenzamide